[Po](OC#N)OC#N polonium cyanate